(S)-N-(1-cyclohexyl-2-((6-(3,5-dimethyl-1H-pyrazol-4-yl)pyridin-3-yl)amino)-2-oxoethyl)-1-(penta-1,4-dien-3-yl)-1H-pyrazole-5-carboxamide ethanesulfonate C(C)S(=O)(=O)O.C1(CCCCC1)[C@@H](C(=O)NC=1C=NC(=CC1)C=1C(=NNC1C)C)NC(=O)C1=CC=NN1C(C=C)C=C